COC1=CC(=CC2=CC=CC=C12)C1=C(N)C=CC(=C1)C 2-(4-methoxynaphthalen-2-yl)-4-methylaniline